1-Oxazol-5-ylmethyl-3-[4-(pyrazine-2-sulfonyl)-phenyl]-urea O1C=NC=C1CNC(=O)NC1=CC=C(C=C1)S(=O)(=O)C1=NC=CN=C1